FC=1SC=C(N1)C(=O)O 2-FLUORO-1,3-THIAZOLE-4-CARBOXYLIC ACID